C(#N)C1CC2(C1)C[C@H](N(CC2)CC2=C1C=CNC1=C(C=C2OC)C)C2=CC=C(C(=O)NCC1(COC1)O)C=C2 4-((2R,4s,6S)-2-cyano-7-((5-methoxy-7-methyl-1H-indol-4-yl)methyl)-7-azaspiro[3.5]nonan-6-yl)-N-((3-hydroxyoxetan-3-yl)methyl)benzamide